CON=C1C(C=2C(=NC=NC2C2=C1C=C(C=C2)NC)N)(C)C 6-methoxyimino-N8,5,5-trimethyl-benzo[h]quinazoline-4,8-diamine